Cl.NCCCC[C@@H](C(=O)OCC=C)N(C)C(=O)OCC1C2=CC=CC=C2C=2C=CC=CC12 Prop-2-en-1-yl (2S)-6-amino-2-({[(9H-fluoren-9-yl)methoxy]carbonyl}(methyl)amino)-hexanoate hydrochloride